3-(methoxymethyl)-4-nitrobenzoic acid COCC=1C=C(C(=O)O)C=CC1[N+](=O)[O-]